Cl.O1CCN(CC1)NC(=N)N morpholinoguanidine hydrochloride